N-(2-Hydroxy-2-methylpropyl)-2-((3-isopropyl-2-(2-methylpyridin-4-yl)-1H-indol-5-yl)oxy)acetamid OC(CNC(COC=1C=C2C(=C(NC2=CC1)C1=CC(=NC=C1)C)C(C)C)=O)(C)C